Methyl 4-(4-bromothiazol-2-yl)-2,4-dioxobutanoate BrC=1N=C(SC1)C(CC(C(=O)OC)=O)=O